ClC1=CC(=C(COC2=CC=CC(=N2)N2CCN(CC2)C(C)C2=NC=3C(=NC=CC3)N2C[C@H]2OCC2)C=C1)F 2-(1-(4-(6-((4-chloro-2-fluorobenzyl)oxy)pyridine-2-yl)piperazin-1-yl)ethyl)-3-(((S)-oxetan-2-yl)methyl)-3H-imidazo[4,5-b]pyridine